[4-[5-chloro-4-(methoxymethyl)-3-pyridinyl]phenyl]pyrrolidin-2-one heptadecan-9-yl-4-bromobutanoate CCCCCCCCC(CCCCCCCC)OC(CCCBr)=O.ClC=1C(=C(C=NC1)C1=CC=C(C=C1)N1C(CCC1)=O)COC